[Br-].COC=1C=C(C(=O)NCCCCCCNC(=O)CCCCC[P+](C2=CC=CC=C2)(C2=CC=CC=C2)C2=CC=CC=C2)C=C(C1OC)OC [5-(6-(3,4,5-trimethoxybenzamido)hexylamino)carbonylpentyl]triphenylphosphonium bromide